C(CC)[N+](C)(CCC)CCC tri-n-propylmonomethylammonium